N-(5-Bromo-2-(3-(isopropylamino)azetidin-1-yl)pyridin-3-yl)methanesulfonamide BrC=1C=C(C(=NC1)N1CC(C1)NC(C)C)NS(=O)(=O)C